tert-butyl ((S)-3-methyl-1-(((S)-1-((4-((((4-nitrophenoxy)carbonyl)oxy)methyl)phenyl)amino)-1-oxo-5-ureidopentan-2-yl) amino)-1-oxobutan-2-yl)carbamate CC([C@@H](C(=O)N[C@H](C(=O)NC1=CC=C(C=C1)COC(=O)OC1=CC=C(C=C1)[N+](=O)[O-])CCCNC(=O)N)NC(OC(C)(C)C)=O)C